1-methyl-1-((2S,4S)-2-methyl-1-(1H-pyrazolo[3,4-b]pyridin-5-yl)piperidin-4-yl)-3-(1-methyl-2-oxo-5-(trifluoromethyl)-1,2-dihydropyridin-3-yl)urea CN(C(=O)NC=1C(N(C=C(C1)C(F)(F)F)C)=O)[C@@H]1C[C@@H](N(CC1)C=1C=C2C(=NC1)NN=C2)C